C(CCCCCCCCC)NC(C(=C)C)=O N-n-decyl-methacrylamide